C1(CC1)C=1C=C(OC=2C(C=3N(NC2)C=CN3)=O)C=CC1 7-(3-cyclopropylphenoxy)-5H-imidazo[1,2-b]pyridazin-8-one